CC=1N=C(SC1)C=1SC=C(N1)C 4-methylthiazolyl-(4-methylthiazole)